1,1,4,4,7,7,10,10-octamethyl-2,3,4,7,8,9,10,12-octahydro-1H-dibenzofluorenyl-lithium CC1(C(CC(C2=C3C(=C4C=5CC(CCC5CC4=C21)(C)C)CC(C=C3)(C)C)(C)C)[Li])C